3-[1-(3-bromophenyl)-3-fluorocyclobutyl]-4-(difluoromethyl)-1,2,4-triazole BrC=1C=C(C=CC1)C1(CC(C1)F)C1=NN=CN1C(F)F